2-chloro-5-methoxy-4-(2-(trimethylsilyl)ethoxy)pyrimidine ClC1=NC=C(C(=N1)OCC[Si](C)(C)C)OC